CN(C)CC1=NSC(=N1)NC(=O)N1CC2C(C1)CCC2 N-(3-((dimethylamino)methyl)-1,2,4-thiadiazole-5-yl)hexahydrocyclopenta[c]pyrrole-2(1H)-carboxamide